4-((3-bromo-2-methylbenzyl)oxy)-5-chloro-2-((5-(difluoromethoxy)pyridin-3-yl)-methoxy)benzaldehyde BrC=1C(=C(COC2=CC(=C(C=O)C=C2Cl)OCC=2C=NC=C(C2)OC(F)F)C=CC1)C